C1CC12N(CCNC2)C(=O)C=2C=CC(NC2)=O 5-(4,7-diazaspiro[2.5]octane-4-carbonyl)pyridin-2(1H)-one